ClC1=C(C(=O)N2COC3=C(C2)C=CC=C3C3=CC(=C(C(=O)O)C=C3F)N3C2COCC3CC2)C(=CC(=C1)N1CCN(CC1)CC(C)(C)O)Cl 4-[3-[2,6-dichloro-4-[4-(2-hydroxy-2-methylpropyl)piperazin-1-yl]benzoyl]-2,4-dihydro-1,3-benzoxazine-8-yl]-5-fluoro-2-(3-oxa-8-azabicyclo[3.2.1]octan-8-yl)benzoic acid